ClC1=CC=C(CNC(=O)NC2=CC=C(C=C2)CN[C@@H]2CS(CC2)(=O)=O)C=C1 (S)-1-(4-chlorobenzyl)-3-(4-(((1,1-dioxidotetrahydrothiophen-3-yl)amino)methyl)phenyl)urea